C(CCCC)OC1=C(C(=CC=C1)C1=CC=CC=C1)C#N pentyloxybiphenyl-nitrile